tert-butyl (5-ethynylpyrazin-2-yl)(methyl)carbamate C(#C)C=1N=CC(=NC1)N(C(OC(C)(C)C)=O)C